C1(C(C(C(C(C1[2H])([2H])[2H])([2H])[2H])([2H])[2H])([2H])[2H])([2H])C1=C(C(=NN=N1)C1=C(C=CC=C1)C1=C(C=CC=2SC3=C(C21)C=CC=C3)C3=C(C=CC=C3)C3=CC=CC=C3)C3(C(C(C(C(C3[2H])([2H])[2H])([2H])[2H])([2H])[2H])([2H])[2H])[2H] [(diphenyl-d10)triazinyl][(biphenylyl)dibenzothiophenyl]benzene